ClC1=NC=C(C(=C1)C1=C(C=NC(=C1)C)C(=O)NC=1SC2=C(N1)CC[C@H](C2)C(=O)N2C[C@H](CC2)O)OC 2'-Chloro-N-((R)-6-((S)-3-hydroxypyrrolidine-1-carbonyl)-4,5,6,7-tetrahydrobenzo[d]thiazol-2-yl)-5'-methoxy-6-methyl-[4,4'-bipyridine]-3-carboxamide